CC1=NN(C(=C1C=1C=CC(=NC1F)NC([C@H]([C@H]1CCCC2(CC2)C1)NC(=O)C=1N(N=CC1)CC)=O)C)COCC[Si](C)(C)C N-[(1S)-2-[[5-[3,5-dimethyl-1-(2-trimethylsilylethoxymethyl)pyrazol-4-yl]-6-fluoro-2-pyridyl]amino]-2-oxo-1-[(7S)-spiro[2.5]octan-7-yl]ethyl]-2-ethyl-pyrazole-3-carboxamide